pentadecane-5,5-diol CCCCC(CCCCCCCCCC)(O)O